4-((6-chloro-3,4-dihydroquinolin-1(2H)-yl)methyl)-1H-1,2,3-triazole-5-carboxylic acid ClC=1C=C2CCCN(C2=CC1)CC=1N=NNC1C(=O)O